C1(CC1)CNC1(CN(C1)C1=NC=C(C=C1C#N)C1=NN(C2=CC=C(C(=C12)F)O[C@H](C)C1=C(C=NC=C1Cl)Cl)C1OCCCC1)C 2-[3-(cyclopropylmethylamino)-3-methyl-azetidin-1-yl]-5-[5-[(1R)-1-(3,5-dichloro-4-pyridyl)ethoxy]-4-fluoro-1-tetrahydropyran-2-yl-indazol-3-yl]pyridine-3-carbonitrile